4-(4-(3,8-diazabicyclo-[3.2.1]octan-3-yl)-8-fluoro-2-(((2R,7aS)-2-fluorotetra-hydro-1H-pyrrolizin-7a(5H)-yl)methoxy)quinazolin-7-yl)-5-methyl-1H-indazol-3-amine C12CN(CC(CC1)N2)C2=NC(=NC1=C(C(=CC=C21)C2=C1C(=NNC1=CC=C2C)N)F)OC[C@]21CCCN1C[C@@H](C2)F